Cl.CN1N=C2C=CC(=CC2=C1)C1=CC2=C(N=C(S2)C2CC(NCC2)C)C=C1 6-(2-methyl-2H-indazol-5-yl)-2-(2-methylpiperidin-4-yl)-1,3-benzothiazole hydrochloride